C(C)(C)(C)OC(=O)N1CCC2(C[C@@H](C[C@H]2NS(=O)(=O)C(C)(C)C)O)CC1 (1r,3s)-1-(1,1-dimethylethylsulfonamido)-3-hydroxy-8-azaspiro[4.5]decane-8-carboxylic acid tert-butyl ester